COC(=O)C1=CC2=C(C3=C(N=C(N=C3N3CCC(CC3)N(C)C)CC3=CC=CC=C3)N2)N=C1 2-benzyl-4-(4-(dimethylamino)piperidin-1-yl)-9H-pyrido[2',3':4,5]pyrrolo[2,3-d]pyrimidine-7-carboxylic acid methyl ester